C(\C=C/C(=O)O)(=O)O (2Z)-2-butenedioic acid